3-chloro-5-(4-(difluoromethoxy)phenyl)-7-(4-methoxyphenyl)pyrido[2,3-b]pyrazin-6(5H)-one ClC1=CN=C2C(=N1)N(C(C(=C2)C2=CC=C(C=C2)OC)=O)C2=CC=C(C=C2)OC(F)F